1-{1-[(2R)-Butan-2-yl]piperidin-4-yl}-4-[6-(4-ethyl-1H-imidazol-2-yl)pyridine-2-yl]-1,4-diazepane C[C@H](CC)N1CCC(CC1)N1CCN(CCC1)C1=NC(=CC=C1)C=1NC=C(N1)CC